C1(CCC1)COC1=CC=CC=2C3NC(N(C(OC21)(C3)C)C=3C=C(C(=O)NCCC2=CC=C(C=C2)C)C=CC3)=O 3-(10-(Cyclobutylmethoxy)-2-methyl-4-oxo-5,6-dihydro-2H-2,6-methanobenzo[g][1,3,5]oxadiazocin-3(4H)-yl)-N-(4-methylphenethyl)benzamid